tertbutoxysodium C(C)(C)(C)O[Na]